6-(naphthalen-1-yloxy)hexanoic acid C1(=CC=CC2=CC=CC=C12)OCCCCCC(=O)O